CC1CCN(CC1)NS([O-])(=O)=O.[Na+] Sodium N-(4-methylpiperidin-1-yl)sulfamate